4-(2-(4-((1H-tetrazol-1-yl)methyl)-1H-1,2,3-triazol-1-yl)ethyl)aniline trans-(4R,6R)-tert-butyl-2,4,6-trimethyl-6,7-dihydrothiazolo[5,4-c]pyridine-5(4H)-carboxylate C(C)(C)(C)OC(=O)N1[C@@H](C2=C(C[C@H]1C)N=C(S2)C)C.N2(N=NN=C2)CC=2N=NN(C2)CCC2=CC=C(N)C=C2